ClC=1C(=NC(=NC1)NC=1C=C(C2=C(C(OB2O)(C)C)C1)Cl)NC1CCCC1 chloro-N2-(7-chloro-1-hydroxy-3,3-dimethyl-2,1-benzoxaborole-5-yl)-N4-cyclopentyl-pyrimidine-2,4-diamine